C(#N)C1(C(C1)C)NS(=O)(=O)C=1C=C(C=2N(C1)C(=NC2)C=2SC(=NN2)C(F)F)N2CC(NC(C2)COC)(C)C N-(1-cyano-2-methylcyclopropyl)-3-(5-(difluoromethyl)-1,3,4-thiadiazol-2-yl)-8-(5-(methoxymethyl)-3,3-dimethylpiperazin-1-yl)imidazo[1,5-a]pyridine-6-sulfonamide